4-{3-[(Dibenzylamino)methyl]-4-methyl-5-oxo-4,5-dihydro-1H-1,2,4-triazol-1-yl}-5-fluoro-2-[(2S)-pent-2-yloxy]benzoic acid C(C1=CC=CC=C1)N(CC1=CC=CC=C1)CC1=NN(C(N1C)=O)C1=CC(=C(C(=O)O)C=C1F)O[C@@H](C)CCC